BrCC1=C(C(=CC=C1)C1=CC=CC=C1)C#N 3-(bromomethyl)-[1,1'-biphenyl]-2-carbonitrile